(4-fluorophenyl)pyridin FC1=CC=C(C=C1)C1=NC=CC=C1